ClC1=CC=C(C=C1)[C@@]1(N(C(C2=CC(=CC(=C12)F)C(C)(C=1C=NN(C1)C)O)=O)CC1=CC=C(C=N1)C#N)O[C@@H]1COCC1 6-{[(1R)-1-(4-Chlorophenyl)-7-fluoro-5-[1-hydroxy-1-(1-methyl-1H-pyrazol-4-yl)ethyl]-3-oxo-1-[(3S)-oxolan-3-yloxy]-2,3-dihydro-1H-isoindol-2-yl]methyl}pyridin-3-carbonitril